COC1=CC=C(C=C1)C1(CCCC1)C(=O)N1[C@H](CCC1)C(=O)NC1=CC=CC=C1 1-{[1-(4-Methoxyphenyl)cyclopentyl]carbonyl}-N-phenyl-D-prolinamide